4-hydroxy-6-(3-methoxybenzyl)-2-oxo-1,2-dihydropyridine-3-carboxylic acid ethyl ester C(C)OC(=O)C=1C(NC(=CC1O)CC1=CC(=CC=C1)OC)=O